BrC1C2C=CC(C1)C2 5-bromo-bicyclo(2.2.1)hept-2-ene